COC=C[C@@H]1CC[C@H](CC1)C=1N(C(=NN1)COC1=NC=CC(=C1)C(F)(F)F)C 2-[(5-{trans-4-[2-methoxyvinyl]cyclohexyl}-4-methyl-4H-1,2,4-triazol-3-yl)methoxy]-4-(trifluoromethyl)pyridine